CC=1C=CNC1C 4,5-di-methylazole